N1C(C(C2=CC=CC=C12)=O)=O indole-2,3-dione